ClC(C(=O)C1=CC=CC=C1)Cl 2,2-dichloro-acetophenone